ClC1=CC=C(CC2(CC(C2)=O)C2=CC=C(C=C2)C)C=C1 3-(4-chlorobenzyl)-3-(4-methylphenyl)cyclobutane-1-one